NC1=CC=C(C(=C1C1=CC(N2[C@H](CC[C@H]2C1)C(=O)OCC(=O)C1=C(C(=NC=C1)NC(C)=O)F)=O)F)Cl 2-(2-acetamido-3-fluoropyridin-4-yl)-2-oxoethyl (3R,8aS)-7-(6-amino-3-chloro-2-fluorophenyl)-5-oxo-1,2,3,5,8,8a-hexahydroindolizine-3-carboxylate